tert-Butyl N-[2-[(4-isobutyl-1-methyl-pyrazolo[3,4-d]pyrimidin-6-yl)amino]-1-phenyl-ethyl]carbamate C(C(C)C)C1=C2C(=NC(=N1)NCC(C1=CC=CC=C1)NC(OC(C)(C)C)=O)N(N=C2)C